OC=1C=C2CC[C@H](CC2=CC1)C1CCOCC1 (1S,2R)-6-hydroxy-2-(tetrahydro-2H-pyran-4-yl)-1,2,3,4-tetrahydronaphthalene